ClC=1C=NC=CC1C1CN(C1)[C@@H]1[C@@H](CCCC1)OC=1C=C2CN(C(C2=CC1)=O)N1C(CCCC1=O)=O (5-(((cis)-2-(3-(3-chloropyridin-4-yl)azetidin-1-yl)cyclohexyl)oxy)-1-oxoisoindolin-2-yl)piperidine-2,6-dione